7-((2-methyl-1H-imidazol-1-yl)methyl)-9-(1-methyl-3-(trifluoromethyl)-1H-pyrazol-4-yl)-3,4-dihydrobenzo[f][1,4]oxazepin-5(2H)-one CC=1N(C=CN1)CC=1C=C(C2=C(C(NCCO2)=O)C1)C=1C(=NN(C1)C)C(F)(F)F